di-(2-hydroxyethyl)ether OCCOCCO